C(C)(C)(C)OC(=O)N1CCN(CC1)C1=NC=C(N=C1)C=O 4-(5-Formylpyrazin-2-yl)piperazine-1-carboxylic acid tert-butyl ester